6-(4-(methoxycarbonyl)phenyl)-4-(pyrimidin-4-yl)-3,6-dihydropyridine-1(2H)-carboxylic acid benzyl ester C(C1=CC=CC=C1)OC(=O)N1CCC(=CC1C1=CC=C(C=C1)C(=O)OC)C1=NC=NC=C1